BrC1=C(N(C=C1F)COCC[Si](C)(C)C)C(=O)OC methyl 3-bromo-4-fluoro-1-((2-(trimethylsilyl) ethoxy)methyl)-1H-pyrrole-2-carboxylate